N(=[N+]=[N-])[C@H]1[C@H](N(CC1)C1=NC(=CC(=C1C#N)C(F)(F)F)C)C=1N(C=CN1)C=1C=C(C=CC1)C 2-[(2S,3R)-3-azido-2-[1-(m-tolyl)imidazol-2-yl]pyrrolidin-1-yl]-6-methyl-4-(trifluoromethyl)pyridine-3-carbonitrile